CN(C)CC1(CC1)C(=O)N[C@H](C(=O)N1C(CC(C1)O)C(=O)N)C(C)(C)C ((S)-2-(1-((dimethylamino)methyl)cyclopropane-1-carboxamido)-3,3-dimethylbutanoyl)-4-hydroxypyrrolidine-2-carboxamide